C1(=CC=CC=C1)CCS(=O)(=O)NCCOC1=CC=C2CCC3(C2=C1)CCC(CC3)C(=O)O 6'-{2-[(2-phenylethanesulfonyl)amino]ethoxy}-2',3'-dihydrospiro[cyclohexane-1,1'-indene]-4-carboxylic acid